ClC1=CC=C(C=C1)C1=NNC(C1)C1=CC=C(OC2=CC(=NC=C2)C(=O)NC)C=C1 4-(4-(3-(4-Chlorophenyl)-4,5-dihydro-1H-pyrazol-5-yl)phenoxy)-N-methylpicolinamide